O1COC(C2=C1C=CC=C2)N benzo[d][1,3]dioxin-4-amine